FC=1C=C(COC(=O)NCC2=C(C=NN2C)C2=CC=C(C(=N2)C)O[C@@H]2C[C@H](CCC2)C(=O)O)C=C(C1)F (1S,3S)-3-((6-(5-(((((3,5-difluoro-benzyl)oxy)carbonyl)amino)methyl)-1-methyl-1H-pyrazol-4-yl)-2-methyl-pyridin-3-yl)oxy)cyclohexane-1-carboxylic acid